1-(2',4'-dichlorobenzene-4-yl)ethanone ClC1=CC=CC(C1)(Cl)C(C)=O